2-(6-bromo-2-(ethylsulfanyl)pyrazolo[1,5-a]pyrimidin-3-yl)-3-methyl-6-(trifluoromethyl)-3H-imidazo[4,5-b]pyridine BrC=1C=NC=2N(C1)N=C(C2C2=NC=1C(=NC=C(C1)C(F)(F)F)N2C)SCC